tert-butyl 4-[6-[3-[(tert-butoxycarbonylamino)methyl]-4-fluoro-phenyl]-3-chloro-2-quinolyl]piperazine-1-carboxylate C(C)(C)(C)OC(=O)NCC=1C=C(C=CC1F)C=1C=C2C=C(C(=NC2=CC1)N1CCN(CC1)C(=O)OC(C)(C)C)Cl